1'-bromo-4'-chloro-1',2'-dihydrospiro[cyclohexane-1,3'-pyrrolo[2,3-b]pyridine]-4-carboxylate BrN1CC2(C=3C1=NC=CC3Cl)CCC(CC2)C(=O)[O-]